2-oxo-N,1-dipropyl-1,2-dihydrobenzo[cd]indole-6-sulfonamide O=C1N(C2=CC=C(C=3C2=C1C=CC3)S(=O)(=O)NCCC)CCC